C1(=CC=CC=C1)C1CCN2C1=NC(=C2)C(=O)OC methyl 7-phenyl-6,7-dihydro-5H-pyrrolo[1,2-a]imidazole-2-carboxylate